C(CCC)C(C(=O)OCCCCC(=O)OCC(CO)(COC(CCCCOC(C(CCCCCC)CCCC)=O)=O)COC(CC12CC3CC(CC(C1)C3)C2)=O)CCCCCC [5-[2-[[2-(1-adamantyl)acetyl]oxymethyl]-2-[5-(2-butyloctanoyloxy)pentanoyloxymethyl]-3-hydroxy-propoxy]-5-oxo-pentyl] 2-butyloctanoate